6-(4-((3,6-diazabicyclo[3.1.1]heptan-3-yl)methyl)benzyl)-2-amino-4-(butylamino)pyrido[4,3-d]pyrimidin-5(6H)-one C12CN(CC(N1)C2)CC2=CC=C(CN1C(C3=C(N=C(N=C3NCCCC)N)C=C1)=O)C=C2